ClC1=C(C=CC=C1)C[C@H](C(=O)NC1=CC=C2C(=C1)NC(C21CCOCC1)=O)NC(CC1=CC=NC=C1)=O (2R)-3-(2-Chlorophenyl)-N-(2-oxospiro-[indoline-3,4'-tetrahydropyran]-6-yl)-2-{[2-(pyridin-4-yl)acetyl]amino}propanamide